dimethylbenzeneterephthalic acid CC=1C(=C(C=CC1)C1=CC(=CC=C1C(=O)O)C(=O)O)C